N,N-dimethylazetidin-3-carboxamide-hydrochloride Cl.CN(C(=O)C1CNC1)C